BrC=1C(=CC(=C(C(=O)NC(C)(C)C)C1)I)OC 5-bromo-N-(tert-butyl)-2-iodo-4-methoxybenzamide